FC=1C=C(C#N)C=C(C1N1N=C2C(=CC1=O)NN=C2C2=CC=C1CCN(CC1=C2)C(CO)=O)C 3-fluoro-4-(3-(2-(2-hydroxylacetyl)-1,2,3,4-tetrahydroisoquinolin-7-yl)-6-oxo-1H-pyrazolo[4,3-c]pyridazin-5(6H)-yl)-5-methylbenzonitrile